4-(5-chloro-3-((1-methoxycyclopropyl)methyl)-3H-imidazo[4,5-b]pyridin-7-yl)morpholine ClC1=CC(=C2C(=N1)N(C=N2)CC2(CC2)OC)N2CCOCC2